C(C1=CC=CC=C1)OC1=C(C=CC(=C1)F)C(CC=C)CC=C 2-(benzyloxy)-4-fluoro-1-(hept-1,6-dien-4-yl)benzene